Cl[Os].[K] potassium chloroosmium